7-difluoromethoxy-5-methylindazol-3-amine FC(OC=1C=C(C=C2C(=NNC12)N)C)F